FC=1C=NC(=NC1)C=1C=CC(=C(N)C1)N1CCOCC1 5-(5-fluoropyrimidin-2-yl)-2-morpholinoaniline